BrC=1C=CC(=NC1)C(=O)NCCCCCCO[Si](C)(C)C(C)(C)C 5-Bromo-N-(6-((tert-butyldimethylsilyl)oxy)hexyl)picolinamide